FC=1C(=C(C=CC1F)C=1C=CC=2N(C1)C(=CN2)CNC(OC(C)(C)C)=O)OCCC=2C(=NN(C2C)C)C(C(C)(C)C)O tert-butyl ((6-(3,4-difluoro-2-(2-(3-(1-hydroxy-2,2-dimethylpropyl)-1,5-dimethyl-1H-pyrazol-4-yl)ethoxy)phenyl)imidazo[1,2-a]pyridine-3-yl)methyl)carbamate